3-amino-N-{2-[3-amino-4-(methoxymethyl)pyrrolidin-1-yl]-3-fluoro-5,6,7,8-tetrahydroquinolin-6-yl}-4,6-dimethylthieno[2,3-b]pyridine-2-carboxamide NC1=C(SC2=NC(=CC(=C21)C)C)C(=O)NC2CC=1C=C(C(=NC1CC2)N2CC(C(C2)COC)N)F